(5-amino-4-((2-(dimethylamino) ethyl)(methyl)amino)-2-methoxyphenyl)amino-4-(3,3,5-trimethyl-2,3-dihydro-1H-pyrrolo[3,2-b]pyridin-1-yl)pyrimidine-5-carboxylate NC=1C(=CC(=C(C1)NC1=NC=C(C(=N1)N1CC(C2=NC(=CC=C21)C)(C)C)C(=O)[O-])OC)N(C)CCN(C)C